1-bromo-2,3-dimethylbenzene BrC1=C(C(=CC=C1)C)C